ClC=1C=C(OC2CN(C2)C(CC)=O)C=CC1C=1N(C2=NC=NC(=C2N1)OC1(CC1)C)CC1=NC=CC(=C1)C 1-(3-(3-chloro-4-(6-(1-methylcyclopropoxy)-9-((4-methylpyridin-2-yl)methyl)-9H-purin-8-yl)phenoxy)azetidin-1-yl)propan-1-one